4-(5-(tert-butoxy)-5-oxo-4-(4,7,10-tri(2-(tert-butoxy)-2-oxoethyl)-1,4,7,10-tetraazacyclododecane-1-yl)pentanoyl)-1,4,7,10-tetraazacyclododecane-1,7-dicarboxylic acid dibenzyl ester C(C1=CC=CC=C1)OC(=O)N1CCN(CCN(CCNCC1)C(=O)OCC1=CC=CC=C1)C(CCC(C(=O)OC(C)(C)C)N1CCN(CCN(CCN(CC1)CC(OC(C)(C)C)=O)CC(OC(C)(C)C)=O)CC(=O)OC(C)(C)C)=O